(R)-2-(4-oxo-benzo[d][1,2,3]triazin-3(4H)-yl)-N-(1-p-tolylethyl)acetamide O=C1C2=C(N=NN1CC(=O)N[C@H](C)C1=CC=C(C=C1)C)C=CC=C2